4-((6-amino-2-(2-methoxyethoxy)-8-oxo-7,8-dihydro-9H-purin-9-yl)methyl)benzoic acid NC1=C2NC(N(C2=NC(=N1)OCCOC)CC1=CC=C(C(=O)O)C=C1)=O